5-methyl-1,4-hexanediamine CC(C(CCCN)N)C